CN1N=C(C=C1S(=O)(=O)N1CC2(C1)C[C@@H](CC2)N2CCOCC2)C (R)-4-(2-((1,3-dimethyl-1H-pyrazol-5-yl)sulfonyl)-2-azaspiro[3.4]octan-6-yl)morpholine